ClC1=C(C=C(C(=C1)N(C)C1=CC(=CC=C1)Cl)C)N=CN(C)CC N'-(2-Chloro-4-((3-chlorophenyl)(methyl)amino)-5-methylphenyl)-N-ethyl-N-methylformimidamide